difluoro-7,8-diazatricyclo[4.3.0.02,4]nona-1(6),8-dien FC1C2(C=3C=NNC3CC12)F